C(C)(C)(C)OC[C@@H]1N(C(C2COCCN2C1=O)=O)CC (7S)-7-(tert-Butoxymethyl)-8-ethyl-hexahydropyrazino[2,1-c][1,4]Oxazine-6,9-dione